COCC1N(CCC2=CC=CC=C12)C(=O)OC(C)(C)C tert-butyl 1-(methoxymethyl)-3,4-dihydroisoquinoline-2(1H)-carboxylate